C(OC1=CC=CC=C1)(OC1=CC=CC=C1)=O Diphenyl Carbonat